N-(2-pyridinylmethyl)-N'-[2-[(phenylmethyl)amino]ethyl]-N'-(5,6,7,8-tetrahydro-8-quinolinyl)-1,4-benzenedimethanamine N1=C(C=CC=C1)CNCC1=CC=C(C=C1)CN(C1CCCC=2C=CC=NC12)CCNCC1=CC=CC=C1